IC=1N=C(C(=NC1)OCC1(COC1)C)C 5-iodo-3-methyl-2-[(3-methyloxetan-3-yl)methoxy]pyrazine